FC=1C=NN(C1C1=CC(=C2C(=N1)C(=NN2CC#N)C2=CC=NN2)N2CCC(CC2)O)C 2-(5-(4-Fluoro-1-methyl-1H-pyrazol-5-yl)-7-(4-hydroxypiperidin-1-yl)-3-(1H-pyrazole-5-yl)-1H-pyrazolo[4,3-b]pyridin-1-yl)acetonitrile